C(C)(C)(C)OC(=O)N1C2(CC2)C[C@@H](CC1)C=1SC(=C(C1)C(N)=O)N (-)-(7R)-7-(5-Amino-4-carbamoyl-2-thienyl)-4-azaspiro[2.5]octane-4-carboxylic acid tert-butyl ester